(6'-(chloromethyl)-6-methoxy-[2,3'-bipyridyl]-5-yl)-5-methyl-3-phenylisoxazole-4-carboxamide ClCC1=CC=C(C=N1)C1=NC(=C(C=C1)NC(=O)C=1C(=NOC1C)C1=CC=CC=C1)OC